azodicarboxylic acid di-tert-butyl ester C(C)(C)(C)OC(=O)N=NC(=O)OC(C)(C)C